ClC=1C=C(CNCCOCCCCNC2=NC3=C(C4=CN=CC=C24)C=CC(=C3)C(=O)OC)C=CC1OC(F)(F)F Methyl 5-((4-(2-((3-chloro-4-(trifluoromethoxy)benzyl)amino)ethoxy)butyl)amino)benzo[c][2,6]naphthyridine-8-carboxylate